monooleyl maleate C(\C=C/C(=O)[O-])(=O)OCCCCCCCC\C=C/CCCCCCCC